BETA-HOMOALANINE HYDROCHLORIDE Cl.N[C@@H](C)CC(=O)O